N-(3,6-dichloro-9H-xanthen-9-yl)-5-ethyl-2-oxo-6-(trifluoromethyl)-1,2-dihydropyridine-3-carboxamide ClC=1C=CC=2C(C3=CC=C(C=C3OC2C1)Cl)NC(=O)C=1C(NC(=C(C1)CC)C(F)(F)F)=O